2-(4-cyclopropyl-6-methoxypyrimidin-5-yl)-4-(3-fluoro-4-(5-methyl-3-(trifluoromethyl)-1H-pyrazol-1-yl)benzyl)-6,7-dihydropyrazolo[1,5-a]pyrimidin-5(4H)-one C1(CC1)C1=NC=NC(=C1C1=NN2C(N(C(CC2)=O)CC2=CC(=C(C=C2)N2N=C(C=C2C)C(F)(F)F)F)=C1)OC